N-(4'-((2-(1,1-difluoroethyl)-6-methylpyrimidin-4-yl)amino)-5-(difluoromethyl)-[2,3'-bipyridin]-6'-yl)acetamide FC(C)(F)C1=NC(=CC(=N1)NC1=C(C=NC(=C1)NC(C)=O)C1=NC=C(C=C1)C(F)F)C